3-[(1S,3R)-3-[[4-(oxetan-3-yloxy)-5-(trifluoromethyl)pyrimidin-2-yl]amino]cyclohexyl]-[1,2,4]triazolo[4,3-b]pyridazine-6-carboxylic acid O1CC(C1)OC1=NC(=NC=C1C(F)(F)F)N[C@H]1C[C@H](CCC1)C1=NN=C2N1N=C(C=C2)C(=O)O